2-(6-(4-(1-(4-chloro-3-fluorophenyl)-3,3-dimethyl-2,3-dihydro-1H-pyrido[2,3-b][1,4]oxazine-6-carbonyl)-3,3-dimethylpiperazin-1-yl)pyridin-3-yl)acetic acid ClC1=C(C=C(C=C1)N1C2=C(OC(C1)(C)C)N=C(C=C2)C(=O)N2C(CN(CC2)C2=CC=C(C=N2)CC(=O)O)(C)C)F